4-cyclobutyl-N-((7-(5-(difluoromethyl)-1,3,4-oxadiazol-2-yl)imidazo[1,2-a]pyridin-2-yl)methyl)-N-phenylpiperazine-1-carboxamide C1(CCC1)N1CCN(CC1)C(=O)N(C1=CC=CC=C1)CC=1N=C2N(C=CC(=C2)C=2OC(=NN2)C(F)F)C1